NC1=C2C(=C3C(=N1)C=C(N3COCC[Si](C)(C)C)C(=O)N(C(C)C3=NC=C(C=C3F)C(F)(F)F)CC)COC2 5-amino-N-ethyl-N-(1-(3-fluoro-5-(trifluoromethyl)pyridin-2-yl)ethyl)-1-((2-(trimethylsilyl)ethoxy)methyl)-6,8-dihydro-1H-furo[3,4-d]pyrrolo[3,2-b]pyridine-2-carboxamide